FC1=C(C=C(C(=C1)C)S(=O)CC(F)(F)F)N1N=C(N=C1N)C(F)(F)F 1-[2-fluoro-4-methyl-5-[(2,2,2-trifluoroethyl)sulfinyl]phenyl]-3-(trifluoromethyl)-1H-1,2,4-triazol-5-amine